CC1=C(C(=C(C1[Hf]C1(C=CC2=CC=3CC(CC3C=C12)(C)C)C)C)C)C tetramethylcyclopentadienyl(1,6,6-trimethyl-1,5,6,7-tetrahydro-s-indacenyl)hafnium